(6R)-6-[(Z)-pent-2-enyl]oxan-2-one C(\C=C/CC)[C@H]1CCCC(O1)=O